(R)-2-allyl-2-(((4-methoxybenzyl)oxy)methyl)cyclopentan-1-one C(C=C)[C@@]1(C(CCC1)=O)COCC1=CC=C(C=C1)OC